6-[difluoro-[6-(trifluoromethyl)-3-pyridinyl]methyl]-2-azaspiro[3.3]heptane FC(C1CC2(CNC2)C1)(C=1C=NC(=CC1)C(F)(F)F)F